C1(CCC(C2=CC=CC=C12)O)O tetrahydronaphthalene-1,4-diol